2-{[(s)-3-methyl-1-piperidyl]methyl}-4-cyclopropyl-6-{4-[1-(4-methyl-4H-1,2,4-triazol-3-yl)ethyl]-2-pyridyl}-1,6-dihydro-1,6-diaza-7-indenone C[C@@H]1CN(CCC1)CC=1NC=2C(N(C=C(C2C1)C1CC1)C1=NC=CC(=C1)C(C)C1=NN=CN1C)=O